(R)-N-(1-(2,7-dimethyl-3-morpholinoquinoxalin-5-yl)ethylidene)-2-methylpropane-2-sulfinamide CC1=NC2=CC(=CC(=C2N=C1N1CCOCC1)C(C)=N[S@](=O)C(C)(C)C)C